4-{4-[3-(4-tert-butyl-phenyl)-3-oxo-propionyl]-phenoxy}-butyric acid C(C)(C)(C)C1=CC=C(C=C1)C(CC(=O)C1=CC=C(OCCCC(=O)O)C=C1)=O